8-Chloro-2-(1-((3,3-difluorocyclobutyl)methyl)-1H-pyrazol-4-yl)-7-((2-(trifluoromethyl)-1H-benzo[d]imidazol-5-yl)oxy)quinoxaline ClC=1C(=CC=C2N=CC(=NC12)C=1C=NN(C1)CC1CC(C1)(F)F)OC1=CC2=C(NC(=N2)C(F)(F)F)C=C1